3-(phenylamino)acrylonitrile C1(=CC=CC=C1)NC=CC#N